diethyl (4-(2,3-difluoro-4-(4-pentylcyclohexyl)phenoxy)butyl)phosphonate FC1=C(OCCCCP(OCC)(OCC)=O)C=CC(=C1F)C1CCC(CC1)CCCCC